2-(aminomethyl)-3,4,5,6-tetrahydropyridine NCC1=NCCCC1